2-(di-adamantanylphosphino)-2',4',6'-triisopropyl-3,6-dimethoxy-1,1'-biphenyl C12(CC3CC(CC(C1)C3)C2)P(C2=C(C(=CC=C2OC)OC)C2=C(C=C(C=C2C(C)C)C(C)C)C(C)C)C23CC1CC(CC(C2)C1)C3